1,3,6-triisopropylbenzene C(C)(C)C1=CC(=CC=C1C(C)C)C(C)C